(5-bromo-1-oxoisoindolin-2-yl)-3-azabicyclo[3.1.1]heptane-2,4-dione BrC=1C=C2CN(C(C2=CC1)=O)C12C(NC(C(C1)C2)=O)=O